4-(5-Amino-2-(4-hydroxyphenoxy)pyridine-3-yl)-6-methyl-1-tosyl-1H-pyrrolo[2,3-c]pyridin-7(6H)-one NC=1C=C(C(=NC1)OC1=CC=C(C=C1)O)C=1C2=C(C(N(C1)C)=O)N(C=C2)S(=O)(=O)C2=CC=C(C)C=C2